((1R)-3-methyl-1-(3-((3-phenoxybenzamido)methyl)-4,5-dihydroisoxazole-5-carboxamido)butyl)boron CC(C[C@H](NC(=O)C1CC(=NO1)CNC(C1=CC(=CC=C1)OC1=CC=CC=C1)=O)[B])C